tert-butyl 4-(chlorocarbonyl)piperazine-1-carboxylate ClC(=O)N1CCN(CC1)C(=O)OC(C)(C)C